CC=1C=C(C=C(C1)OC1=CC=C(N)C=C1)OC1=CC=C(N)C=C1 4,4'-[5-methyl-(1,3-phenylene)dioxy]dianiline